ClC1=NC=2C=C(CCC2C(=N1)N1C[C@@H](N(CC1)C(=O)OCC1=CC=CC=C1)CC#N)N1CCCC2=CC=C(C=C12)F benzyl (S)-4-(2-chloro-7-(7-fluoro-3,4-dihydroquinolin-1(2H)-yl)-5,6-dihydroquinazolin-4-yl)-2-(cyanomethyl)piperazine-1-carboxylate